NCC=1C=CC=C2C(=CC(=NC12)C(=O)O)OCC(C)C 8-(aminomethyl)-4-isobutoxy-quinoline-2-carboxylic acid